((2-nitrophenyl)thio)-1H-pyrrole [N+](=O)([O-])C1=C(C=CC=C1)SN1C=CC=C1